FC1=CC=C(C=C1)C1=CC=2C(=NC=C(C2)C=2C=C(SC2)C(=O)NCCCN2CCCC2)N1 4-(2-(4-Fluorophenyl)-1H-pyrrolo[2,3-b]pyridin-5-yl)-N-(3-(pyrrolidin-1-yl)propyl)-thiophene-2-carboxamide